FC(OC1=CC=CC=2C(N([C@H]3C4=NC=5C=CC(=CC5N4[C@@H](C12)C3)C#CC=3C=NC=NC3)C)=O)F (1R,11R)-18-(difluoromethoxy)-12-methyl-5-[2-(pyrimidin-5-yl)ethynyl]-2,9,12-triazapentacyclo[9.8.1.0^{2,10}.0^{3,8}.0^{14,19}]icosa-3(8),4,6,9,14(19),15,17-heptaen-13-one